3-[1-(prop-2-enoyl)piperidin-4-yl]-1-[5-(trifluoromethyl)pyrimidin-2-yl]pyrazin-2-one C(C=C)(=O)N1CCC(CC1)C=1C(N(C=CN1)C1=NC=C(C=N1)C(F)(F)F)=O